FC1=CC=C(C=C1)S(=NS(=O)(=O)C1=CC=C(C=C1)[N+](=O)[O-])(=NC(C)(CC(C)(C)C)C)N1C(OCC1)=O N-((4-Fluorophenyl)(2-oxooxazolidin-3-yl)((2,4,4-trimethylpentan-2-yl)imino)-λ6-sulfaneylidene)-4-nitrobenzenesulfonamide